C(C=C)N1N(C2=NC(=NC=C2C1=O)NC1=CC=C(C=C1)OCC(F)(F)F)C1=NC(=CC=C1)OC1CCNCC1 2-allyl-1-[6-(4-piperidyloxy)-2-pyridyl]-6-[p-(2,2,2-trifluoroethoxy)phenylamino]-1,2-dihydro-3H-1,2,5,7-tetraazainden-3-one